N-[5-amino-2-(4-isopropylpiperazin-1-yl)phenyl]-4-[(tert-butyldiphenylsilyl)oxy]butanamide NC=1C=CC(=C(C1)NC(CCCO[Si](C1=CC=CC=C1)(C1=CC=CC=C1)C(C)(C)C)=O)N1CCN(CC1)C(C)C